1-Chloro-3-phenethoxypropan-2-one ClCC(COCCC1=CC=CC=C1)=O